ClC=1C(=NC=C(C1)C1=NC(=NC=C1)C)OC[C@](CC(C)C)(N)C (S)-1-((3-chloro-5-(2-methylpyrimidin-4-yl)pyridin-2-yl)oxy)-2,4-dimethyl-pentan-2-amine